ClC=1C(=CC(=NC1)C#N)C(F)(F)F 5-chloro-4-(trifluoromethyl)picolinonitrile